F[C@@H](NC(=O)N)[C@]1(CN(CC1)C(C)(C)C=1C=NC(=CC1)C)CCC=1SC(=CC1)F |o1:6| 1-((R)-fluoro((R or S)-3-(2-(5-fluoro-thiophen-2-yl)ethyl)-1-(2-(6-methylpyridin-3-yl)propan-2-yl)pyrrolidin-3-yl)methyl)urea